ClC1=C(OC=2C=C3C(=NN(C3=CC2)COCC[Si](C)(C)C)C)C(=CC(=C1)[N+](=O)[O-])Cl 5-(2,6-dichloro-4-nitrophenoxy)-3-methyl-1-((2-(trimethylsilyl)ethoxy)methyl)-1H-indazole